COC(=O)C1=CC=NC2=CC=C(C=C12)C(C)O 6-(1-hydroxyethyl)quinoline-4-carboxylic acid methyl ester